((2S,4S)-1-((4-(3-amino-4-methyl-1H-indazol-5-yl)-3-methylphenyl)sulfonyl)-4-fluoropyrrolidin-2-yl)methanol NC1=NNC2=CC=C(C(=C12)C)C1=C(C=C(C=C1)S(=O)(=O)N1[C@@H](C[C@@H](C1)F)CO)C